C1(CCCCC1)[As](C1CCCCC1)C1CCCCC1 Tricyclohexylarsin